COC(C1=C(C(=CC(=C1)C1=NC(=NC=C1Cl)Cl)F)C)=O 5-(2,5-Dichloropyrimidin-4-yl)-3-fluoro-2-methylbenzoic acid methyl ester